(2R)-N-(3-{2-[(3-Methoxy-1-methyl-1H-pyrazol-4-yl)amino]-5-methylpyrimidin-4-yl}-1H-indol-7-yl)-2-(4-methylpiperazin-1-yl)propanamide COC1=NN(C=C1NC1=NC=C(C(=N1)C1=CNC2=C(C=CC=C12)NC([C@@H](C)N1CCN(CC1)C)=O)C)C